(Z)-S-(2-(N-((4-amino-2-methylpyrimidin-5-yl)methyl)formamido)-5-hydroxypent-2-en-3-yl) 2-methyl-2,3-dihydro-1H-indene-2-carbothioate CC1(CC2=CC=CC=C2C1)C(S\C(=C(\C)/N(C=O)CC=1C(=NC(=NC1)C)N)\CCO)=O